Neopentyl 3-Triflyloxypropanesulfonate S(=O)(=O)(C(F)(F)F)OCCCS(=O)(=O)OCC(C)(C)C